cis-butyric acid-2-methylcyclohexyl ester C[C@@H]1[C@@H](CCCC1)OC(CCC)=O